FC=1C=C(C=C(C1CCN1[C@H]([C@H]([C@@H]([C@H](C1)O)O)O)CO)F)C1=CC=CC=C1 (2S,3R,4R,5S)-1-(2-(3,5-difluoro-[1,1'-biphenyl]-4-yl)ethyl)-2-(hydroxymethyl)piperidine-3,4,5-triol